C(#N)[C@H](C[C@H]1C(NCCC1)=O)NC(=O)[C@H]1N([C@@H]2CC([C@H]1CC2)(F)F)C(=O)C2(C1=CC(=CC=C1C=1C=CC(=CC21)F)F)O (1S,3S,4S)-N-((S)-1-cyano-2-((S)-2-oxopiperidin-3-yl)ethyl)-2-(2,7-difluoro-9-hydroxy-9H-fluorene-9-carbonyl)-5,5-difluoro-2-azabicyclo[2.2.2]octane-3-carboxamide